1-(diethylamino)ethylphenylboronic acid C(C)N(C(C)C1=C(C=CC=C1)B(O)O)CC